Dimyristyl Tartrate C(=O)(OCCCCCCCCCCCCCC)C(O)C(O)C(=O)OCCCCCCCCCCCCCC